C(C)C1COC2=C(O1)C=C(C=C2N2CCNCC2)CC 2,7-diethyl-5-(piperazin-1-yl)-2,3-dihydro-1,4-benzodioxine